(R)-4,4-difluoro-1-(6-fluoro-1-((5-methyl-1,3,4-thiadiazol-2-yl)methyl)-1H-benzo[d]imidazol-2-yl)piperidin-3-amine FC1([C@@H](CN(CC1)C1=NC2=C(N1CC=1SC(=NN1)C)C=C(C=C2)F)N)F